3-(benzylthio)-5-chloro-2-methoxybenzyl acetate C(C)(=O)OCC1=C(C(=CC(=C1)Cl)SCC1=CC=CC=C1)OC